FC1=CC=C2C(C(N(C(C2=C1)=O)O)=O)C(=O)NCC1=CC=C(C=C1)F 7-fluoro-N-(4-fluorobenzyl)-2-hydroxy-1,3-dioxo-4H-isoquinoline-4-carboxamide